CC=1C(=NC=CC1)C=1C=NC(=CC1)C1=NNC2=NC=C(C=C21)C=2C=CC1=C(CC[C@H](CC1)N[C@@H]1C[C@@H](C1)OC)C2 (7S)-2-(3-{3-Methyl-[2,3'-bipyridin]-6'-yl}-1H-pyrazolo[3,4-b]pyridin-5-yl)-N-[cis-3-methoxycyclobutyl]-6,7,8,9-tetrahydro-5H-benzo[7]annulen-7-amine